1-(6-acetylspiro[3.3]heptan-2-yl)-3-(4-chlorobenzyl)urea C(C)(=O)C1CC2(CC(C2)NC(=O)NCC2=CC=C(C=C2)Cl)C1